2,5-dioxopyrrolidin-1-yl (tert-butoxycarbonyl)glycylglycinate C(C)(C)(C)OC(=O)NCC(=O)NCC(=O)ON1C(CCC1=O)=O